N-((1r,4r)-4-acetaminocyclohexyl)-6-(2-fluoropyridin-3-yl)-4-(isopropylamino)pyrrolo[1,2-b]pyridazine-3-carboxamide N(C(=O)C)C1CCC(CC1)NC(=O)C1=C(C=2N(N=C1)C=C(C2)C=2C(=NC=CC2)F)NC(C)C